[N+](=O)([O-])C1=CC2=CN(N=C2C=C1C(=O)OC)C12CC(C1)(C2)N2CCNCC2 methyl 5-nitro-2-(3-(piperazin-1-yl) bicyclo[1.1.1]pentan-1-yl)-2H-indazole-6-carboxylate